FC(C1(CCN(CC1)C(=O)C=1C2=C(N(N1)CC(=O)N1CCN(CC1)C1=C(C(=CC=C1)C)C)CCC2)O)F 2-{3-[4-(difluoromethyl)-4-hydroxypiperidine-1-carbonyl]-5,6-dihydrocyclopenta[c]pyrazol-1(4H)-yl}-1-[4-(2,3-dimethylphenyl)piperazin-1-yl]ethan-1-one